1-[3-(3-chloro-2-hydroxypyridin-4-yl)-5-hydroxymethyl-1H-pyrazolo[3,4-b]pyrazin-6-yl]-N-(4-fluorophenyl)-4-methylpiperidine-4-carboximidamide ClC=1C(=NC=CC1C1=NNC2=NC(=C(N=C21)CO)N2CCC(CC2)(C(NC2=CC=C(C=C2)F)=N)C)O